8-(1-aminoethyl)-3-[2-[tert-butyl(diphenyl)silyl]oxy-2-methyl-propyl]-6-methyl-2-morpholino-quinazolin-4-one NC(C)C=1C=C(C=C2C(N(C(=NC12)N1CCOCC1)CC(C)(C)O[Si](C1=CC=CC=C1)(C1=CC=CC=C1)C(C)(C)C)=O)C